FC1=CC(=C2C(=NN(C2=C1)C(C)C)C1(COC1)C)C(C(=O)O)N1CC(C1)OCCCCCC1=NC=2NCCCC2C=C1 2-(6-fluoro-1-isopropyl-3-(3-methyloxetan-3-yl)-1H-indazol-4-yl)-2-(3-((5-(5,6,7,8-tetrahydro-1,8-naphthyridin-2-yl)pentyl)oxy)azetidin-1-yl)acetic acid